C1(CCCC1)N(C(=O)C=1NC2=CC=C(C=C2C1CN(C)C)C)C N-cyclopentyl-3-((dimethylamino)methyl)-N,5-dimethyl-1H-indole-2-carboxamide